1-((2-((2,2-dimethyltetrahydro-2H-pyran-4-yl)amino)pyridin-4-yl)methyl)-5,5-dimethyl-3-(4-(1-(trifluoromethyl)cyclopropyl)phenyl)imidazolidine-2,4-dione CC1(OCCC(C1)NC1=NC=CC(=C1)CN1C(N(C(C1(C)C)=O)C1=CC=C(C=C1)C1(CC1)C(F)(F)F)=O)C